O=C1NC(CCC1N1C(C2=CC=C(C=C2C1)N1CC2(C1)CC(C2)OC2CCN(CC2)C2=CC=C(C=C2)N2C=NC1=CC=C(C=C1C2=O)OC2=C(C#N)C(=CC=C2F)F)=O)=O 2-[(3-{4-[4-({2-[2-(2,6-dioxopiperidin-3-yl)-1-oxo-3H-isoindol-5-yl]-2-azaspiro[3.3]heptan-6-yl}oxy)piperidin-1-yl]phenyl}-4-oxoquinazolin-6-yl)oxy]-3,6-difluorobenzonitrile